ClC=1C=C(C=CC1)N(N=C(C1=NC(=NC=C1C1=C(C=CC=C1)Cl)NC1=CC=C(C=C1)C#N)C1=NC(=NC=C1C1=C(C=CC=C1)Cl)NC1=CC=C(C=C1)C#N)C(=O)N 2-chlorophenyl-2-(4-cyanophenylamino)-pyrimidin-4-ylketone-N-(3-chlorophenyl) semicarbazone